BrC=1C(=NC(=NC1)Cl)C1=CC=C2CN(C(C2=C1)=O)CC(=O)O 2-[6-(5-bromo-2-chloropyrimidin-4-yl)-1-oxo-2,3-dihydro-1H-isoindol-2-yl]acetic acid